3-Hexyl-6,6,9-trimethylbenzo[c]chromen-1-ol C(CCCCC)C=1C=C(C=2C3=C(C(OC2C1)(C)C)C=CC(=C3)C)O